oxalic acid calcium [Ca].C(C(=O)O)(=O)O